methyl 4-(benzyloxy)-3-bromo-5-ethyl-2-hydroxy-6-methylbenzoate C(C1=CC=CC=C1)OC1=C(C(=C(C(=O)OC)C(=C1CC)C)O)Br